(R)-N-((S)-1-(((R)-2-amino-6,7-dihydro-5H-cyclopenta[b]pyridin-5-yl)amino)-1-oxopropan-2-yl)-4-(4-fluoro-3-methylphenyl)-1,2,5,6-tetrahydropyridine-2-carboxamide NC1=CC=C2C(=N1)CC[C@H]2NC([C@H](C)NC(=O)[C@@H]2NCCC(=C2)C2=CC(=C(C=C2)F)C)=O